1-benzyl-6-chloro-7-(isoquinolin-4-ylmethyl)-5-oxo-8-(3-(trifluoromethyl)phenyl)-1,2,3,5-tetrahydroimidazo[1,2-a]pyridine-3-carboxylic acid C(C1=CC=CC=C1)N1CC(N2C1=C(C(=C(C2=O)Cl)CC2=CN=CC1=CC=CC=C21)C2=CC(=CC=C2)C(F)(F)F)C(=O)O